2,3-dihydroxy-4-methoxyacetophenone CC(=O)C1=C(C(=C(C=C1)OC)O)O